4-methyl-6-((5-(2-phenyl-2H-tetrazol-5-yl)thiazol-2-yl)amino)pyridine CC1=CC=NC(=C1)NC=1SC(=CN1)C=1N=NN(N1)C1=CC=CC=C1